4-((7-methoxyquinolin-4-yl)oxy)-N'-(1-(pyridin-2-yl)cyclopropyl)benzenesulfonimidamide COC1=CC=C2C(=CC=NC2=C1)OC1=CC=C(C=C1)S(=O)(N)=NC1(CC1)C1=NC=CC=C1